BrC=1C=C(C(=O)[O-])C=C(C1)Br 3,5-dibromobenzoate